CC1=CC=C(N=N1)C(=O)NC=1SC2=C(N1)C=CC(=C2)C(=O)O 2-(6-methylpyridazine-3-carboxamido)benzo[d]thiazole-6-carboxylic acid